6-(4-isopropyl-3-(5-(4-(4-methoxypiperidin-1-yl)cyclohexyl)-4-methylpyridin-2-yl)-1H-pyrazol-5-yl)-8-methoxy-[1,2,4]triazolo[1,5-a]pyridine C(C)(C)C=1C(=NNC1C=1C=C(C=2N(C1)N=CN2)OC)C2=NC=C(C(=C2)C)C2CCC(CC2)N2CCC(CC2)OC